(R)-3-(3-(4-(hydroxymethyl)piperidin-1-yl)phenyl)-10-methyl-9,10,11,12-tetrahydro-8H-[1,4]diazepino[5',6':4,5]thieno[3,2-f]quinolin-8-one OCC1CCN(CC1)C=1C=C(C=CC1)C1=NC=2C=CC3=C(C2C=C1)C1=C(S3)C(N[C@@H](CN1)C)=O